FC1=NC=CC=C1CC1N(C(C2=CC=CC=C12)=O)CC1=CC2=C(NC(O2)=O)C=C1 6-((1-((2-fluoropyridin-3-yl)methyl)-3-oxoisoindolin-2-yl)methyl)benzo[d]oxazol-2(3H)-one